3-carbonyl-2,3-dihydro-1H-indene-5-carboxylic acid C(=O)=C1CCC2=CC=C(C=C12)C(=O)O